3-(1-(3-(3-aminopropyl)cyclobutyl)-1H-pyrazol-4-yl)-N-(oxetan-3-yl)quinoxalin-6-amine NCCCC1CC(C1)N1N=CC(=C1)C=1C=NC2=CC=C(C=C2N1)NC1COC1